2-(6-azaspiro[2.5]octane-6-yl)-4-iodo-benzoic acid C1CC12CCN(CC2)C2=C(C(=O)O)C=CC(=C2)I